BrC1=C(C=CC=C1)C1CC(C2=CC=CC=C12)O 3-(2-bromophenyl)indan-1-ol